1-(2-bromo-4-chlorophenyl)-1H-tetrazole BrC1=C(C=CC(=C1)Cl)N1N=NN=C1